ClC1=CC(=C(C(=N1)N)[N+](=O)[O-])N(C)CC(COC)(C)C 6-Chloro-N4-(3-methoxy-2,2-dimethylpropyl)-N4-methyl-3-nitropyridine-2,4-diamine